N(=C=O)CC1C2(CCC(C1)C2)CN=C=O bis(isocyanatomethyl)bicyclo[2.2.1]heptane